Tertbutyl-ammonium fluoride [F-].C(C)(C)(C)[NH3+]